C(C)(C)(C)OC(NC1CC(C1)OCCO)=O.C1(=CC(=CC2=CC(=CC=C12)S(=O)(=O)[O-])S(=O)(=O)[O-])S(=O)(=O)[O-].[Na+].[Na+].[Na+] trisodium 1,3,6-naphthalenetrisulfonate Tert-butyl-N-[3-(2-hydroxyethoxy)cyclobutyl]carbamate